(e)-3-[4-(6,7-Dimethoxyquinazolin-4-ylamino)phenyl]-1-(4-hydroxyphenyl)prop-2-en-1-one COC=1C=C2C(=NC=NC2=CC1OC)NC1=CC=C(C=C1)/C=C/C(=O)C1=CC=C(C=C1)O